L-(+)-arginine monohydrochloride C(C[C@@H](C(=O)O)N)CN=C(N)N.Cl